3,4-Dichloro-5-(3-nitro-phenyl)-5H-furan-2-one ClC=1C(OC(C1Cl)C1=CC(=CC=C1)[N+](=O)[O-])=O